ClC1=C(C=CC=C1)NC(=O)C1=CC=C(C=C1)NC1=NC(=NC=C1F)NC1=C(C=C(C(=O)OC)C=C1)OC methyl 4-((4-((4-((2-chlorophenyl)carbamoyl)phenyl)amino)-5-fluoropyrimidin-2-yl)amino)-3-methoxybenzoate